2-(2,6-dioxopiperidin-3-yl)-4-(((2-((1r,4r)-4-(4-fluorobenzyl)cyclohexyl)oxazole-5-yl)methyl)amino)isoindoline-1,3-dione O=C1NC(CCC1N1C(C2=CC=CC(=C2C1=O)NCC1=CN=C(O1)C1CCC(CC1)CC1=CC=C(C=C1)F)=O)=O